FC=1C=CC=C(C(=O)N(C2=CC=CC=C2)C2=CC=CC=C2)C1 5-fluoro-N,N-diphenyl-benzamide